methyl (R)-2-((tert-butyldimethylsilyl)oxy)-2-(2-chlorophenyl)acetate [Si](C)(C)(C(C)(C)C)O[C@@H](C(=O)OC)C1=C(C=CC=C1)Cl